2-[(1R)-1-(4-Chlorophenyl)-2-[(5-chloropyridin-2-yl)methyl]-1-methoxy-3-oxo-2,3-dihydro-1H-isoindol-5-yl]-2-hydroxy-N-(1-methylazetidin-3-yl)propanamid ClC1=CC=C(C=C1)[C@@]1(N(C(C2=CC(=CC=C12)C(C(=O)NC1CN(C1)C)(C)O)=O)CC1=NC=C(C=C1)Cl)OC